NC=1N=C(SC1C(C1=CC=C(C=C1)Cl)=O)N(C1=CC2=C(OC(O2)(F)F)C=C1)C(C(=O)N)C [[4-Amino-5-(4-chlorobenzoyl)thiazol-2-yl]-(2,2-difluoro-1,3-benzodioxol-5-yl)amino]propanamid